FC=1C=NC=2OC(C3C4CCC(CN3C3=NC(=C(C1C32)[C@@H](C)O)C)N4C(=O)O)C.C4=C(C=CC3=CC=CC=C43)C4=CC3=CC=CC=C3C=C4 2,2'-binaphthalene 14-fluoro-9,17-dimethyl-16-[(1R)-1-hydroxyethyl]-10-oxa-2,12,18,20-tetrazapentacyclo[9.7.1.14,7.02,8.015,19]icosa-1(18),11(19),12,14,16-pentaene-20-carboxylate